(S)-3-(5-(3-fluorophenyl)-3-oxo-6,7-dihydro-3H-pyrrolo[2,1-c][1,2,4]triazol-2(5H)-yl)bicyclo[1.1.1]pentane FC=1C=C(C=CC1)[C@@H]1CCC2=NN(C(N21)=O)C21CC(C2)C1